adamantan-1-yl-(amino)acetic acid C12(CC3CC(CC(C1)C3)C2)C(C(=O)O)N